4-((2'S,3S,4'S,5'R)-6-chloro-4'-(3-chloro-2-fluorophenyl)-2'-neopentylspiro[indoline-3,3'-pyrrolidine]-5'-carboxamido)-3-methoxybenzoic acid ClC1=CC=C2C(=C1)NC[C@@]21[C@@H](N[C@H]([C@@H]1C1=C(C(=CC=C1)Cl)F)C(=O)NC1=C(C=C(C(=O)O)C=C1)OC)CC(C)(C)C